[C@H]1(OCCC2=CC=CC=C12)[C@@H]1NCC(C1)(C)C (R)-2-((R)-isochroman-1-yl)-4,4-dimethylpyrrolidine